(R)-2-(2-(2,5-Difluorophenyl)pyrrolidin-1-yl)-5-nitro-4-(3-(3-fluorobenzyl)ureido)pyrimidine FC1=C(C=C(C=C1)F)[C@@H]1N(CCC1)C1=NC=C(C(=N1)NC(=O)NCC1=CC(=CC=C1)F)[N+](=O)[O-]